2-((1-(6-chloro-2-morpholino-4-oxo-3-(2,2,2-trifluoroethyl)-3,4-dihydroquinazolin-8-yl)ethyl)amino)benzoic acid ClC=1C=C2C(N(C(=NC2=C(C1)C(C)NC1=C(C(=O)O)C=CC=C1)N1CCOCC1)CC(F)(F)F)=O